methyl 5-bromo-7-methyl-7H-pyrrolo[2,3-d]pyrimidine-4-carboxylate BrC1=CN(C=2N=CN=C(C21)C(=O)OC)C